3-((4,4-bis(((Z)-oct-5-en-1-yl)oxy)butanoyl)oxy)-2-(((7-((2-butyloctanoyl)oxy)heptanoyl)oxy)methyl)propyl 4-((((1-ethylpiperidin-3-yl) methoxy)carbonyl)oxy)decanoate C(C)N1CC(CCC1)COC(=O)OC(CCC(=O)OCC(COC(CCC(OCCCC\C=C/CC)OCCCC\C=C/CC)=O)COC(CCCCCCOC(C(CCCCCC)CCCC)=O)=O)CCCCCC